Cl.F\C(=C/CN)\CS(=O)(=O)C1=CC=C(C=C1)C (Z)-3-fluoro-4-(p-tolylsulfonyl)but-2-en-1-amine hydrochloride